(1-carbamoylazetidin-3-yl)methyl (R)-(5-(5-ethyl-1,2,4-oxadiazol-3-yl)-2,3-dihydro-1H-inden-1-yl)carbamate C(C)C1=NC(=NO1)C=1C=C2CC[C@H](C2=CC1)NC(OCC1CN(C1)C(N)=O)=O